2-((2-(2-(4-(2-((tert-butyldimethylsilyl)oxy)ethyl)piperazin-1-yl)ethoxy)ethyl)disulfaneyl)ethan-1-ol [Si](C)(C)(C(C)(C)C)OCCN1CCN(CC1)CCOCCSSCCO